guanidinium (9-oxoxanthen-2-yl)ethanoate O=C1C2=CC=CC=C2OC=2C=CC(=CC12)CC(=O)[O-].NC(=[NH2+])N